O[C@@]1(CC[C@@H]2[C@H]3CC[C@]4(C(C3CCC2C1)[C@H]1[C@@H]([C@@H]4C(C)=O)CCC1)C)C 1-((2R,4aS,4bR,6aS,7S,7aS,8aR,8bR,8cR,10aR)-2-hydroxy-2,6a-dimethyloctadecahydrocyclopenta[4,5]cyclopenta[1,2-a]phenanthren-7-yl)ethane-1-one